N(=C=S)CC1COCC1 3-(isothiocyanatomethyl)tetrahydrofuran